6-aminospiro[3.3]heptane-2-carboxylic acid NC1CC2(CC(C2)C(=O)O)C1